(-)-1-[(3S*,4R*)-4-(2-Fluoro-4-methoxyphenyl)-1-(2-hydroxyethyl)-2-oxopyrrolidin-3-yl]-3-(4-fluorophenyl)urea FC1=C(C=CC(=C1)OC)[C@H]1[C@@H](C(N(C1)CCO)=O)NC(=O)NC1=CC=C(C=C1)F |o1:9,10|